C(C1=CC=CC=C1)C1=CC=2C(=NC=3C(=C(C(=CC3C2N1C1C2CNC1C2)CCC#N)C2=CC(=CC1=CC=CC=C21)O)F)OC[C@H]2N(CCC2)C 3-(2-benzyl-1-(2-azabicyclo[2.1.1]hexan-5-yl)-6-fluoro-7-(3-hydroxynaphthalen-1-yl)-4-(((S)-1-methylpyrrolidin-2-yl)methoxy)-1H-pyrrolo[3,2-c]quinolin-8-yl)propanenitrile